N-[5-(2-chloro-6-methyl-4-pyridinyl)-4-(3-cyanophenyl)thiazol-2-yl]-2-oxa-6-azaspiro[3.3]heptane-6-carboxamide ClC1=NC(=CC(=C1)C1=C(N=C(S1)NC(=O)N1CC2(COC2)C1)C1=CC(=CC=C1)C#N)C